OC(C=CC=CC=CC=CC(=O)O)=CCCCCCCCCC(CC)O 10,20-dihydroxy-docosapentaenoic acid